4-(6-(2-ethoxypyridin-3-yl)pyridazin-3-yl)piperidine-1,4-dicarboxylic acid 1-(tert-butyl) 4-methyl ester COC(=O)C1(CCN(CC1)C(=O)OC(C)(C)C)C=1N=NC(=CC1)C=1C(=NC=CC1)OCC